4-[1-(2-methyl-1H-benzimidazole-5-yl)-1H-imidazo[4,5-c]Pyridin-2-yl]-1,2,5-oxadiazol-3-amine CC1=NC2=C(N1)C=CC(=C2)N2C(=NC=1C=NC=CC12)C=1C(=NON1)N